C(=O)O.N1CC(C=CC1)O 1,2,3,6-tetrahydropyridin-3-ol formate salt